BrC1=C(C(=C(N)C=C1C(F)(F)F)I)F 4-bromo-3-fluoro-2-iodo-5-(trifluoromethyl)aniline